C1(CC1)C1=CC=C2C(=CN(C2=C1)C)C1=NC(=NC=C1)C=1C(=C(C=C(C1N(C)CCN(C)C)[N+](=O)[O-])N)OC (4-(6-cyclopropyl-1-methyl-1H-indol-3-yl)pyrimidin-2-yl)-N4-(2-(dimethylamino)ethyl)-2-methoxy-N4-methyl-5-nitrobenzene-1,4-diamine